C1(CC1)S(=O)(=O)NC1=NC=CC(=N1)C1(CCC(CC1)N(C)CCOC)C(=O)NC1=NC=C(C=C1)C1=NC(=CN=C1)OCC 1-(2-(cyclopropanesulfonamido)pyrimidin-4-yl)-N-(5-(6-ethoxypyrazin-2-yl)pyridin-2-yl)-4-((2-methoxyethyl)(methyl)amino)cyclohexane-1-carboxamide